(S)-2-((4-(6-((4-cyano-2-fluorobenzyl)oxy)pyridin-2-yl)piperidin-1-yl)methyl)-1-(oxetan-2-ylmethyl)-1H-thieno[2,3-d]imidazole-5-carboxylic acid C(#N)C1=CC(=C(COC2=CC=CC(=N2)C2CCN(CC2)CC=2N(C3=C(N2)SC(=C3)C(=O)O)C[C@H]3OCC3)C=C1)F